N1CCC12CCN(CC2)C=2C=CC=C1C=CC(=NC21)N2C=NC1=C2C=CC(=C1)OCC1(COC1)C 8-(1,7-diazaspiro[3.5]nonan-7-yl)-2-[5-[(3-methyloxetan-3-yl)methoxy]benzimidazol-1-yl]quinoline